tropic amide C(C(CO)C1=CC=CC=C1)(=O)N